ClC1=C2C(=NC=C1C=1C=C(C=CC1)N1C(CNCC1)=O)NC=C2CC(F)F 1-(3-(4-chloro-3-(2,2-difluoroethyl)-1H-pyrrolo[2,3-b]pyridin-5-yl)phenyl)piperazin-2-one